(S)-2-(difluoromethyl)tetrahydro-1H-pyrrolizin FC([C@H]1CC2=CCCN2C1)F